2'-(2-(4-(Piperazin-1-yl)phenyl)pyridin-4-yl)-5',6'-dihydrospiro[cyclopropane-1,7'-pyrrolo[3,2-c]pyridin] N1(CCNCC1)C1=CC=C(C=C1)C1=NC=CC(=C1)C1=CC2=CNCC3(C2=N1)CC3